N(C(=N)N)C1=CC=C(C[C@H](N)C(=O)O)C=C1 4-guanidino-phenylalanine